(1,3-dimethyl-azetidin-3-yl)-(4-isopropyl-phenyl)-(5-isopropyl-pyridin-3-yl)-methanol CN1CC(C1)(C)C(O)(C=1C=NC=C(C1)C(C)C)C1=CC=C(C=C1)C(C)C